3-(1-(pyrimidin-2-ylethynyl)-3-azabicyclo[3.1.0]hexan-3-yl)benzonitrile N1=C(N=CC=C1)C#CC12CN(CC2C1)C=1C=C(C#N)C=CC1